[Fe].[Ni].[Mg] magnesium nickel iron